FC(C(CCCCCBr)=O)(F)F 1,1,1-trifluoro-7-bromo-2-heptanone